BrC1=CC=C(C2=CC=CC=C12)N1CCN(CC1)C(=O)OC(C)(C)C tert-Butyl 4-(4-bromonaphthalen-1-yl)piperazine-1-carboxylate